2-{5'-fluoro-3-isopropyl-1'-methyl-[4,6'-biindazol]-1-yl}acetic acid FC=1C=C2C=NN(C2=CC1C=1C=2C(=NN(C2C=CC1)CC(=O)O)C(C)C)C